CN1C(=NC=C1)C=1C=C(C=C(C1)N)N 5-(1-methyl-1H-imidazol-2-yl)benzene-1,3-diamine